N1=CC=CC2=CC=CC(=C12)COC1=CC=CC(=N1)C1CCN(CC1)CC1=NC=2C(=NC(=CC2)C(=O)OC)N1C[C@H]1OCC1 (S)-methyl 2-((4-(6-(quinolin-8-ylmethoxy) pyridin-2-yl) piperidin-1-yl) methyl)-3-(oxetan-2-ylmethyl)-3H-imidazo[4,5-b]pyridine-5-carboxylate